dimethoxymolybdenum oxide CO[Mo](OC)=O